OC1=C2C(=C3C(=C(C(OC3=C1)=O)CC(=O)N1CCOCC1)C)OCO2 4-hydroxy-9-methyl-8-(2-morpholino-2-oxoethyl)-7H-[1,3]dioxolo[4,5-f]chromen-7-one